Isopropyl (3-(3-(2-methoxypyridin-3-yl)pyrazolo[1,5-a]pyrimidin-5-yl)propyl)(methyl)carbamate COC1=NC=CC=C1C=1C=NN2C1N=C(C=C2)CCCN(C(OC(C)C)=O)C